2,4,6-Triamino-1,3,5-triazin NC1=NC(=NC(=N1)N)N